C(C1=CC=CC=C1)[C@H]1N(C(OC1)=O)C(CC1=CC(=CC=C1)OC)=O (4R)-4-benzyl-3-[2-(3-methoxyphenyl)acetyl]oxazolidin-2-one